isopropyl cis-2-((6-(prop-1-en-2-yl)pyridin-2-yl)methyl)-3-(((2,2,2-trifluoroethyl)sulfonyl)amino)piperidine-1-carboxylate C=C(C)C1=CC=CC(=N1)C[C@@H]1N(CCC[C@@H]1NS(=O)(=O)CC(F)(F)F)C(=O)OC(C)C